bis(2,3-dihydrobenzofuran-5-yl)methanol O1CCC2=C1C=CC(=C2)C(O)C=2C=CC1=C(CCO1)C2